BrC1=CC=C2C(=N1)NC=C2S(=O)(=O)NC2=NC(=C(C(=N2)OC)OCC(F)F)OC 6-bromo-N-[5-(2,2-difluoroethoxy)-4,6-dimethoxy-pyrimidin-2-yl]-1H-pyrrolo[2,3-b]pyridine-3-sulfonic acid amide